1-methyl-N-(6-(trifluoromethyl)benzofuran-3-yl)-1H-pyrazol-4-amine CN1N=CC(=C1)NC1=COC2=C1C=CC(=C2)C(F)(F)F